PHENETHYL-AMMONIUM LEAD IODIDE [Pb](I)I.C(CC1=CC=CC=C1)[NH3+]